4-(1-methoxyethyl)-6-methyl-1,5-naphthyridin-3-amine COC(C)C1=C(C=NC2=CC=C(N=C12)C)N